C(CCCCC)C1=C(C2(CCC(C2C1)NS(=O)(=O)N)C(=C)C1=CC=CC=C1)C1=CC=CC=C1 5-Hexyl-4-phenyl-3a-(1-phenylvinyl)-1,2,3,3a,6,6a-hexahydropentalen-1-ylsulfamid